isopropyl trans-N-[4-[5-[2-(ethylsulfamoyl)-4-[(1-methylimidazol-2-yl)amino]phenyl]thiazol-2-yl]cyclohexyl]carbamate C(C)NS(=O)(=O)C1=C(C=CC(=C1)NC=1N(C=CN1)C)C1=CN=C(S1)[C@@H]1CC[C@H](CC1)NC(OC(C)C)=O